3-((2-(3,7-dimethyl-2,6-dioxo-2,3,6,7-tetrahydro-1H-purin-1-yl)ethyl)carbamoyl)pyridin-1-ium trifluoromethanesulfonate FC(S(=O)(=O)[O-])(F)F.CN1C(N(C(C=2N(C=NC12)C)=O)CCNC(=O)C=1C=[NH+]C=CC1)=O